C(#N)N=C(NC)NC 2-cyano-1,3-dimethyl-guanidine